C(#N)C12CCC(CC1)(CC2)C=2C(=C(C(=O)N)C=C(C2)C(F)(F)F)NS(N(C)C)(=O)=O (4-cyanobicyclo[2.2.2]oct-1-yl)-2-((N,N-dimethylsulfamoyl)amino)-5-(trifluoromethyl)benzamide